COC1=NSC(=N1)NC(=O)N1CCC12CN(CCC2)C=2C1=C(N=CN2)NC=C1 N-(3-methoxy-1,2,4-thiadiazol-5-yl)-6-(7H-pyrrolo[2,3-d]pyrimidin-4-yl)-1,6-Diazaspiro[3.5]nonane-1-carboxamide